C(=O)(O)C1=C(C(O)=CC=C1)O carboxyl-catechol